3-((4-(5-(trifluoromethyl)pyridin-2-yl)piperazin-1-yl)methyl)piperidine FC(C=1C=CC(=NC1)N1CCN(CC1)CC1CNCCC1)(F)F